N,N-dimethyl-N',N'-bis(hydroxypropyl)neoPentanediamine CN(C(C(C)(C)C)N(CCCO)CCCO)C